1,2-bis(di-t-butyl-(phosphinomethyl))-4-t-butylbenzene C(C)(C)(C)C(C1=C(C=C(C=C1)C(C)(C)C)C(P)(C(C)(C)C)C(C)(C)C)(P)C(C)(C)C